(3R,4S) or (3S,4R)-3-fluorotetrahydro-2H-pyran F[C@H]1COCCC1 |o1:1|